3-(1,1-difluoro-2-((1R,5S)-7-hydroxy-3-oxa-9-azabicyclo[3.3.1]nonan-9-yl)-2-oxoethyl)-4-fluoro-N-(4-fluoro-3-methylphenyl)benzamide FC(C(=O)N1[C@H]2COC[C@@H]1CC(C2)O)(F)C=2C=C(C(=O)NC1=CC(=C(C=C1)F)C)C=CC2F